ClC1=NC=2OCCOCCOC=3C=C(C=CC3N3N=CC1=C3N2)F 17-chloro-5-fluoro-8,11,14-trioxa-1,16,20,22-tetrazatetracyclo[13.5.2.02,7.018,21]docosa-2(7),3,5,15(22),16,18(21),19-heptaene